butyric acid 3-(2-(ethyl (methyl) amino) ethyl)-1H-indol-5-yl ester C(C)N(CCC1=CNC2=CC=C(C=C12)OC(CCC)=O)C